[3-cyano-4-(trifluoromethyl)-1H-indol-7-yl]-2,2,2-trifluoroacetamide C(#N)C1=CNC2=C(C=CC(=C12)C(F)(F)F)NC(C(F)(F)F)=O